3,4,5-trifluoro-benzene FC=1C=CC=C(C1F)F